Benzyl-6-(4,5-dichloro-1,1-dioxido-3-oxoisothiazol-2(3H)-yl)hexanoate C(C1=CC=CC=C1)OC(CCCCCN1S(C(=C(C1=O)Cl)Cl)(=O)=O)=O